6-chloro-4-(((R)-1-(5-fluoropyridin-2-yl)ethyl)amino)-1-((3aR,4R,6R,6aR)-6-(hydroxymethyl)-2,2-dimethyltetrahydrofuro[3,4-d][1,3]dioxol-4-yl)-1H-pyrrolo[2,3-b]pyridine-5-carbonitrile ClC1=C(C(=C2C(=N1)N(C=C2)[C@@H]2O[C@@H]([C@H]1OC(O[C@H]12)(C)C)CO)N[C@H](C)C1=NC=C(C=C1)F)C#N